6-dimethyl-L-lysine CC(C)(CCC[C@@H](C(=O)O)N)N